Tert-butyl (R)-4-(4-(6-(1-(3-(1H-pyrazol-1-yl)propanoyl)piperidin-3-yl)-7-fluoro-2-(pyrrolidine-1-carbonyl)-1H-indol-4-yl)phenyl)piperazine-1-carboxylate N1(N=CC=C1)CCC(=O)N1C[C@H](CCC1)C1=CC(=C2C=C(NC2=C1F)C(=O)N1CCCC1)C1=CC=C(C=C1)N1CCN(CC1)C(=O)OC(C)(C)C